4-(2-(3-isobutyryloxy-5-bromo-2-hydroxy-benzylideneamino)-4-methoxy-3-oxobutyl)phenyl isobutyrate C(C(C)C)(=O)OC1=CC=C(C=C1)CC(C(COC)=O)N=CC1=C(C(=CC(=C1)Br)OC(C(C)C)=O)O